ClC1=NC=C(C(=C1)C=C)F 2-Chloro-5-fluoro-4-vinyl-pyridine